C(C)(C)(C)OC(=O)N1N=CC=2C(NC=3C=C(C=CC3C21)Br)=O.NC=2C1=C(N=CN2)N(C(=C1Br)C1CC(C1)NC(C(=C)C)=O)C N-((1r,3r)-3-(4-amino-5-bromo-7-methyl-7H-pyrrolo[2,3-d]pyrimidin-6-yl)cyclobutyl)methacrylamide tert-butyl-7-bromo-4-oxo-4,5-dihydro-1H-pyrazolo[4,3-c]quinoline-1-carboxylate